CC=1N=C2N(N=C(C=C2C)C[C@@H]2CC[C@H](CC2)C(=O)OC)C1 methyl trans-4-[(2,8-dimethylimidazo[1,2-b]pyridazin-6-yl)methyl]cyclohexanecarboxylate